(S)-5-Oxa-2-azaspiro[3.4]octan-7-ol C1NCC12OC[C@H](C2)O